9-(diethylamino)benzo[a]phenoxazin-7-ium C(C)N(C1=CC2=[O+]C3=CC=C4C(=C3N=C2C=C1)C=CC=C4)CC